2-bromo-3',4'-(methylenedioxy)propiophenone CC(C(=O)C1=CC2=C(C=C1)OCO2)Br